((2R)-tert-butyl 1-(3-(5-(3-cyano-6-(2-hydroxy-2-methylpropyloxy) pyrazolo[1,5-a]pyridin-4-yl) pyridin-2-yl)-3,6-diazabicyclo[3.1.1]hept-6-yl)-4-methyl-1-oxopent-2-yl) carbamate C(N)(O[C@@H](C(=O)N1C2CN(CC1C2)C2=NC=C(C=C2)C=2C=1N(C=C(C2)OCC(C)(C)O)N=CC1C#N)CC(CC(C)(C)C)C)=O